methyl-d3 behenate C(CCCCCCCCCCCCCCCCCCCCC)(=O)OC([2H])([2H])[2H]